P(=O)([O-])([O-])[O-].[Ca+2].[Ca+2].[Ca+2].P(=O)([O-])([O-])[O-] tricalcium orthophosphate